CN1C=NC2=C1C=C(C=C2)C(=O)NC(C(=O)O)CC2=CC=C(C=C2)OCCCC2=NC=1NCCCC1C=C2 2-(1-methyl-1H-benzo[d]imidazole-6-carboxamido)-3-(4-(3-(5,6,7,8-tetrahydro-1,8-naphthyridin-2-yl)propoxy)phenyl)propanoic acid